FC(C1=CC2=C(C(COC2)=O)C=C1)(F)F 7-(trifluoromethyl)-3,4-dihydro-1H-2-benzopyran-4-one